C(CCC)OC=1C=C2C=CC(=CC2=CC1)[S+]1CCCC1 1-(6-n-butoxynaphthalene-2-yl)tetrahydrothiophenium